C(C)(C)(C)OC(=O)N1CCN(CC1)CC1=CC(OC2=C1C=CC(=C2)OS(=O)(=O)C(F)(F)F)=O 4-[(2-oxo-7-{[(trifluoromethyl)sulfonyl]Oxy}-2H-benzopyran-4-yl)methyl]Piperazine-1-carboxylic acid tert-butyl ester